5,10-diicosyl-10,15-dihydro-5H-diindolo[3,2-a:3',2'-c]carbazole C(CCCCCCCCCCCCCCCCCCC)N1C=2C=CC=CC2C=2C1=C1C(=C3C=4C=CC=CC4N(C23)CCCCCCCCCCCCCCCCCCCC)NC=2C=CC=CC21